(S)-1-(5-chloro-3-fluoro-pyridin-2-yl)-3-cyclopropyl-4-(4-fluorobenzyl)-piperazine-2,5-dione ClC=1C=C(C(=NC1)N1C([C@@H](N(C(C1)=O)CC1=CC=C(C=C1)F)C1CC1)=O)F